N-(8-amino-6-(1-ethyl-5-methyl-2-oxo-1,2-dihydropyridin-4-yl)isoquinolin-3-yl)-2-fluorocyclopropane-1-carboxamide NC=1C=C(C=C2C=C(N=CC12)NC(=O)C1C(C1)F)C1=CC(N(C=C1C)CC)=O